N-((2S,3S,4R)-3,4-dihydroxy-1-(((2S,3R,4S,5R,6R)-3,4,5-trihydroxy-6-(hydroxymethyl)tetrahydro-2H-pyran-2-yl)oxy)octadecan-2-yl)-11-(3-tridecylbicyclo[1.1.1]pentan-1-yl)undecanamide O[C@@H]([C@H](CO[C@H]1O[C@@H]([C@@H]([C@@H]([C@H]1O)O)O)CO)NC(CCCCCCCCCCC12CC(C1)(C2)CCCCCCCCCCCCC)=O)[C@@H](CCCCCCCCCCCCCC)O